C(CCCCCCCCCCCC)OC(=O)CC(C(CC(=O)O)C(=O)O)C(=O)OCCCCCCCCCCCCC.C(C)N(CC)[Si](CC)(CC)CC diethylamino-triethyl-silane bis(tridecyl)-1,2,3,4-butanetetracarboxylate